tert-butyl 3-amino-1,1-dioxo-1-thia-8-azaspiro[4.5]decane-8-carboxylate NC1CS(C2(C1)CCN(CC2)C(=O)OC(C)(C)C)(=O)=O